C(C)(C)(C)OC(=O)N1CC2(C1)CCN(CC2)C2=CC(=C(C=C2)[N+](=O)[O-])O.CN2C(OC1=C2C=CC(=C1)N1CCC2(CN(C2)C(=O)NCCCCC2=CC=CC=C2)CC1)=O 7-(3-methyl-2-oxo-1,3-benzoxazol-6-yl)-N-(4-phenylbutyl)-2,7-diazaspiro[3.5]nonane-2-carboxamide tert-Butyl-7-(3-hydroxy-4-nitrophenyl)-2,7-diazaspiro[3.5]nonane-2-carboxylate